C(C)(C)NC=1C2=C(N=C(N1)C1=CC=CC=C1)NC(=C2)C N-isopropyl-6-methyl-2-phenyl-7H-pyrrolo[2,3-d]pyrimidin-4-amine